7-[3-(2-chloro-4,5-difluoro-benzoyl)-3,8-diazabicyclo[3.2.1]octan-8-yl]-2,3-dihydrobenzofuran-5-sulfonyl chloride ClC1=C(C(=O)N2CC3CCC(C2)N3C3=CC(=CC=2CCOC23)S(=O)(=O)Cl)C=C(C(=C1)F)F